ethyl bis(2-propynyl) phosphate P(=O)(OCC)(OCC#C)OCC#C